ClC=1C(=NC(=NC1)NC1=CC(=C(C=C1)OC)N1CCN(CC1)C)NC1=C(C=CC=C1)P(=O)(C)C 5-Chloro-N4-(2-dimethylphosphorylphenyl)-N2-[4-methoxy-3-(4-methylpiperazin-1-yl)phenyl]pyrimidine-2,4-Diamine